3,4,5-trimethoxyphenyl isocyanate COC=1C=C(C=C(C1OC)OC)N=C=O